C(C)(C)C1=C(C=C(C=C1)C=1OC2=C(N1)C=CC=C2C)OC 2-(4-Isopropyl-3-methoxyphenyl)-7-methylbenzoxazole